3-Azido-4-(3-fluoro-5-trifluoromethyl-pyridin-2-yl)-tetrahydropyran-4-ol N(=[N+]=[N-])C1COCCC1(O)C1=NC=C(C=C1F)C(F)(F)F